5-(((trans-3-(3-cyclopropyl-4-(6-(dimethylamino)pyridin-2-yl)-1H-pyrazol-1-yl)cyclobutyl)methyl)amino)-2-(2,6-dioxopiperidin-3-yl)isoindoline-1,3-dione C1(CC1)C1=NN(C=C1C1=NC(=CC=C1)N(C)C)[C@@H]1C[C@H](C1)CNC=1C=C2C(N(C(C2=CC1)=O)C1C(NC(CC1)=O)=O)=O